6-methoxy-7-(3-(pyrrolidin-1-yl)propoxy)quinazolin-4-amine COC=1C=C2C(=NC=NC2=CC1OCCCN1CCCC1)N